methyl 2-(4-(1-(2,6-bis(benzyloxy)pyridin-3-yl)-3-(oxetan-3-yl)-2-oxo-2,3-dihydro-1H-benzo[d]imidazol-5-yl)-5,6-dihydropyridin-1(2H)-yl)acetate C(C1=CC=CC=C1)OC1=NC(=CC=C1N1C(N(C2=C1C=CC(=C2)C2=CCN(CC2)CC(=O)OC)C2COC2)=O)OCC2=CC=CC=C2